Nickel-Iron Oxyhydroxide Oxygen [O].O(O)O.[Fe].[Ni]